[Br-].C(C)(C)C tert-butane bromide